Methyl 4-(azetidine-1-carbonyl)-cyclohexane-1-carboxylate N1(CCC1)C(=O)C1CCC(CC1)C(=O)OC